ClC=1C=C(C=CC1)C=1SC2=C(N1)CC[C@@]1([C@H]3CC[C@]4([C@H]([C@@H]3CC=C12)CCC4O)C)C (5aR,5bS,7aS,10aS,10bR)-2-(3-chlorophenyl)-5a,7a-dimethyl-5,5a,5b,6,7,7a,8,9,10,10a,10b,11-dodecahydro-4H-cyclopenta[7,8]phenanthro[2,1-d]thiazol-8-ol